C(C(C)C)OC1=C(C=CC=2NC(=NC21)C=2C1=C(C=NC2OC)C(=C(N1)CC)C#N)C1CCN(CC1)C 7-(4-isobutoxy-5-(1-methylpiperidin-4-yl)-1H-benzo[d]imidazol-2-yl)-6-methoxy-2-ethyl-1H-pyrrolo[3,2-c]pyridine-3-carbonitrile